C(C1=CC=CC=C1)OC=1C(C=CN2N([C@H]3N(C(C21)=O)CCOC3)[C@@H](C3=CC=CC=C3)C3=CC(=C(C=C3)F)F)=O (12aR)-7-(benzyloxy)-12-[(S)-(3,4-difluorophenyl)(phenyl)methyl]-3,4,12,12a-tetrahydro-1H-[1,4]oxazino[3,4-c]pyrido[2,1-f][1,2,4]triazine-6,8-dione